CC(C)N(C(C)C)P(OCCCCCCNC(=O)CCCCC1C2C(CS1)N(C(=O)N2)C(C3=CC=CC=C3)(C4=CC=C(C=C4)OC)C5=CC=C(C=C5)OC)OCCC#N 5'-biotin phosphoramidite